C(C)NC(=O)C1=C(C=C(CC2=CC(=C(C=3CCOC32)OC)C(=O)N[C@H]3CCOC[C@@H]3O)C=C1)F 1,5-anhydro-2,3-dideoxy-3-(((7-(4-(ethylcarbamoyl)-3-fluorobenzyl)-4-methoxy-2,3-dihydro-1-benzofuran-5-yl)carbonyl)amino)-L-threo-pentitol